FC(C1=NN=C(O1)C=1C=CC(=NC1)CN1C(C2=CC=C(C=C2C2(C1=O)CCC2)N2CCN(CC2)CC)=O)F 2'-((5-(5-(difluoromethyl)-1,3,4-oxadiazol-2-yl)pyridin-2-yl)methyl)-6'-(4-ethylpiperazin-1-yl)-1'H-spiro[cyclobutane-1,4'-isoquinoline]-1',3'(2'H)-dione